BrC=1C=C(C=C2C(N(CC12)C1C(NC(CC1)=O)=O)=O)C#N 7-bromo-2-(2,6-dioxopiperidin-3-yl)-3-oxoisoindoline-5-carbonitrile